2-mercapto-propane SC(C)C